tert-butyl 2-(2-(2-(4-(2-((6-(5-(((cyclohexyloxy)carbonyl)amino)-6-methylpyridin-3-yl)benzo[d]thiazol-2-yl)amino)ethyl)piperazin-1-yl)ethoxy)ethoxy)acetate C1(CCCCC1)OC(=O)NC=1C=C(C=NC1C)C1=CC2=C(N=C(S2)NCCN2CCN(CC2)CCOCCOCC(=O)OC(C)(C)C)C=C1